F[C@@H]1CN(CC[C@@H]1NC1=C2C=C(N(C2=CC=C1)CC(F)(F)F)C#CCNC1=C(C=C(C=C1)S(=O)(=O)NC(C)=O)OC)C N-(4-{[3-(4-{[(3R,4S)-3-fluoro-1-methylpiperidin-4-yl]amino}-1-(2,2,2-trifluoroethyl)-1H-indol-2-yl)prop-2-yn-1-yl]amino}-3-methoxybenzenesulfonyl)acetamide